FC(C=1C=C(C=CC1)CC=1C=2N(C=CC1)N=CC2C(=O)OC)(F)F methyl 4-[[3-(trifluoromethyl) phenyl]methyl]pyrazolo[1,5-a]pyridine-3-carboxylate